N1C(=CCC=C1)C(=O)O 4H-picolinic acid